FC=1C=C(C=CC1CN1CCOCC1)NC1=NC=CC(=N1)NC1=NC(=NC=C1)C1=NC(=CC=C1)C N2-[3-fluoro-4-(morpholinomethyl)phenyl]-N4-[2-(6-methyl-2-pyridyl)pyrimidin-4-yl]pyrimidine-2,4-diamine